5,6-dichloro-2,3-dihydro-1-benzothiophene-4-carboxylic acid ClC1=C(C=C2C(CCS2)=C1C(=O)O)Cl